C1(CCC(N1C(C(=O)O)CCCC)=O)=O.C1(C=CC(N1)=O)=O (maleimide) succinimidyl-caproate